ClC=1C=C(C=CC1)[C@H](C1=CSC(=C1)C=O)NC(OC(C)(C)C)=O |r| rac-tert-Butyl [(3-chlorophenyl)(5-formyl-3-thienyl)methyl]carbamate